FC1=CC=C(C=C1)C1CCN(CC1)C(=O)C=1C(=CC(=C(C1)C1=NC2=C(CN(CC2)C(C(C)C)=O)N1)C)C 1-(2-(5-(4-(4-fluorophenyl)piperidine-1-carbonyl)-2,4-dimethylphenyl)-6,7-dihydro-3H-imidazo[4,5-c]pyridin-5(4H)-yl)-2-methylpropan-1-one